C(C1=CC=CC=C1)OC(=O)N1[C@H](CN(CC1)C1=C(C(=NC(=N1)Cl)C(=O)OCC)[N+](=O)[O-])CC#N ethyl (S)-6-(4-((benzyloxy) carbonyl)-3-(cyanomethyl) piperazin-1-yl)-2-chloro-5-nitropyrimidine-4-carboxylate